(4-((2-bromo-3-(1-(4-((((S)-5-oxopyrrolidin-2-yl)methyl)amino)butyl)-1H-indazol-4-yl)benzyl)oxy)-5-chloro-2-((5-cyanopyridin-3-yl)methoxy)benzyl)-L-serine BrC1=C(COC2=CC(=C(CN[C@@H](CO)C(=O)O)C=C2Cl)OCC=2C=NC=C(C2)C#N)C=CC=C1C1=C2C=NN(C2=CC=C1)CCCCNC[C@H]1NC(CC1)=O